tert-butyl 2-(6-methoxy-2-methyl-5-(trifluoromethyl)pyridin-3-yl)-1H-pyrrole-1-carboxylate COC1=C(C=C(C(=N1)C)C=1N(C=CC1)C(=O)OC(C)(C)C)C(F)(F)F